p-xylenediylbis(3-(3-(2H-benzotriazol-2-yl)-4-hydroxyphenyl)propionate) C1(=C(C(=C(C=C1)C)C(C(=O)[O-])CC1=CC(=C(C=C1)O)N1N=C2C(=N1)C=CC=C2)C(C(=O)[O-])CC2=CC(=C(C=C2)O)N2N=C1C(=N2)C=CC=C1)C